FC(C1=C(C=CC(=C1)C(F)(F)F)CC(=O)N(C1=CC=C(C=C1)F)CC=1OC(=NN1)C1=NC=C(C=N1)Cl)(F)F 2-(2,4-bis(trifluoromethyl)phenyl)-N-((5-(5-chloropyrimidin-2-yl)-1,3,4-oxadiazol-2-yl)methyl)-N-(4-fluorophenyl)acetamide